C(C)(C)(C)OC(=O)N1C[C@@H]2N(C3=C(N(C2)S(=O)(=O)C2=CC(=CC=C2)C(F)(F)F)C=C(C=N3)Br)CC1 (S)-3-bromo-5-(3-(trifluoromethyl)phenylsulfonyl)-6a,7,9,10-tetrahydro-5H-pyrazino[1,2-a]pyrido[3,2-e]pyrazine-8(6H)-carboxylic acid tert-butyl ester